CC1=C(C(=O)NC2(CC2)C2=C3C=CC=NC3=CC(=C2)C=C)C=C(C=C1)OCC12CCCN2CCC1 2-methyl-5-((tetrahydro-1H-pyrrolizin-7a(5H)-yl)methoxy)-N-(1-(7-vinylquinolin-5-yl)cyclopropyl)benzamide